C(C)(C)(C)OC(N(C)C1CCN(CC1)C1=CC=CC=2N(C(N(C21)C)=O)C2C(NC(CC2)=O)=O)=O N-[1-[1-(2,6-dioxo-3-piperidinyl)-3-methyl-2-oxo-benzoimidazol-4-yl]-4-piperidinyl]-N-methyl-carbamic acid tert-butyl ester